2-((2s,4s)-5-chloro-6-fluoro-2-((((1r,3s,4s)-3-fluoro-4-hydroxycyclohexyl)amino)methyl)-2-phenyl-2,3-dihydrobenzofuran-4-yl)-4-(difluoromethoxy)-3-fluorobenzamide ClC=1C(=CC2=C(C[C@](O2)(C2=CC=CC=C2)CN[C@H]2C[C@@H]([C@H](CC2)O)F)C1C1=C(C(=O)N)C=CC(=C1F)OC(F)F)F